COC(C1CC(C(=O)OC)CCC1)=O hexahydroisophthalic acid dimethyl ester